ClC1=C(NC2=NN(C=3C2=NC=C(C3)C=NC(C(=O)O)(CO)C)C)C=CC=C1C1=CC3=C(OCCO3)C=C1 2-((3-(2-chloro-3-(1,4-benzodioxan-6-yl)anilino)-1-methylpyrazolo[4,5-b]pyridin-6-ylmethylene)amino)-2-methyl-3-hydroxypropionic acid